monochlorophosphoramide ClNP(=O)(N)N